CC1=CC=CC(=N1)C1=C(N=CN1)C=1C=C2C=C(C=NC2=CC1)N1C[C@H](CC1)N (3S)-1-[6-[5-(6-methyl-2-pyridyl)-1H-imidazol-4-yl]-3-quinolyl]pyrrolidin-3-amine